(R)-N-(2-(6-((1-Ethylpiperidin-3-yl)amino)-4-methylpyridazin-3-yl)-5-(trifluoromethyl)phenyl)cyclopropanesulfonamide C(C)N1C[C@@H](CCC1)NC1=CC(=C(N=N1)C1=C(C=C(C=C1)C(F)(F)F)NS(=O)(=O)C1CC1)C